1-[2-(trifluoromethyl)pyridin-4-yl]ethanol FC(C1=NC=CC(=C1)C(C)O)(F)F